5-((Tert-Butoxycarbonyl)amino)-1,2,4-thiadiazole-3-carboxylic acid C(C)(C)(C)OC(=O)NC1=NC(=NS1)C(=O)O